1,3-bis[2,6-di(propan-2-yl)phenyl]imidazol-1-ium chloride [Cl-].CC(C)C1=C(C(=CC=C1)C(C)C)[N+]1=CN(C=C1)C1=C(C=CC=C1C(C)C)C(C)C